4,6-dichlorophthalazin-1-ol ClC1=NN=C(C2=CC=C(C=C12)Cl)O